8-Amino-3-(5-(3-amino-1,1,1-trifluoro-2-hydroxy-3-oxopropan-2-yl)-2-methylphenyl)-N-(4-(trifluoromethyl)tetrahydro-2H-pyran-4-yl)imidazo[1,2-a]pyrazine-6-carboxamide NC=1C=2N(C=C(N1)C(=O)NC1(CCOCC1)C(F)(F)F)C(=CN2)C2=C(C=CC(=C2)C(C(F)(F)F)(C(=O)N)O)C